COC1=NC=C(C(=N1)OC)C=1C=C(C=2N(N1)C=CN2)[C@@H]2[C@H](C2)C2=CC=C1C3(C(N(C1=C2)CC(F)(F)F)=O)CCCC3 6'-((1S,2S)-2-(6-(2,4-dimethoxypyrimidin-5-yl)imidazo[1,2-b]pyridazin-8-yl)cyclopropyl)-1'-(2,2,2-trifluoroethyl)spiro[cyclopentane-1,3'-indolin]-2'-one